(R/S)-6-(3-(2-bromophenyl)piperazin-1-yl)-N2,N4-dimethylpyrimidine-2,4-diamine BrC1=C(C=CC=C1)[C@@H]1CN(CCN1)C1=CC(=NC(=N1)NC)NC |r|